O.O.CC1=CC=C(C=C1)S(=O)(=O)O para-toluenesulfonate dihydrate